[Cr+6].N1(C=NC=C1)C1=CC=CN=N1 6-(1H-imidazole-1-yl)pyridazine chromium (VI)